OC1(C(NC2=CC=CC=C12)=O)C 3-hydroxy-3-methyl-2,3-dihydro-1H-indol-2-one